C1(CC1)N1C(C(=CC=C1)NC(=O)C1=CC2=CN(N=C2C=C1OC)C1CCC(CC1)N(C([C@@H](C)O)=O)C)=O N-(1-cyclopropyl-2-oxo-1,2-dihydropyridin-3-yl)-2-((1R,4R)-4-((R)-2-hydroxy-N-methylpropanamidyl)cyclohexyl)-6-methoxy-2H-indazole-5-carboxamide